(3R,5R,8R,9S,10S,13S,14S,17R)-17-((1R,2S)-1-cyclopropyl-1-hydroxypropan-2-yl)-3-ethyl-10,13-dimethylhexadecahydro-1H-cyclopenta[a]phenanthren-3-ol C1(CC1)[C@H]([C@@H](C)[C@H]1CC[C@H]2[C@@H]3CC[C@@H]4C[C@@](CC[C@@]4([C@H]3CC[C@]12C)C)(O)CC)O